CC1(C2=C(CN(CC1)CC1=CC=NN1C)C=C(C=C2)C2=CC=C(C=C2)C(F)(F)F)C 5,5-dimethyl-2-((1-methyl-1H-pyrazol-5-yl)methyl)-8-(4-(trifluoromethyl)phenyl)-2,3,4,5-tetrahydro-1H-benzo[c]azepine